1-((5,6-bis(benzyloxy)pyrimidin-4-yl)methyl)-4-(4-iodophenyl)imidazolin-2-one C(C1=CC=CC=C1)OC=1C(=NC=NC1OCC1=CC=CC=C1)CN1C(NC(C1)C1=CC=C(C=C1)I)=O